COC=1C=C2C(=CC=NC2=CC1OC)OC1=C(C=C(C=C1)NC(=O)NS(=O)(=O)CC1=CC=C(C=C1)Cl)F 1-[4-(6,7-dimethoxyquinolin-4-yloxy)-3-fluorophenyl]-3-[(4-chlorobenzyl)sulfonyl]urea